C1(=CC=CC=C1)C(=O)N1CCC2(CC1)C=C(C(C(C2)(C)C)=O)C#N 3-(benzenecarbonyl)-10,10-dimethyl-9-oxo-3-azaspiro[5.5]undec-7-ene-8-carbonitrile